CCC=CCC C3-hexene